ClC1=C(C=CC(=C1)F)N1N=CC(=C1)C(=O)N1[C@@H]2C(NCCCCCCN3C=C4C(C=CC=C4C=4C=CC=C(O[C@H](C1)C2)C4)=N3)=O (18S,21S)-19-[1-(2-chloro-4-fluoro-phenyl)pyrazole-4-carbonyl]-22-oxa-9,16,19,29-tetrazapentacyclo[21.3.1.16,9.118,21.02,7]nonacosa-1(27),2,4,6(29),7,23,25-heptaen-17-one